N,N,2-trimethyl-5-((tritylthio)methyl)benzenesulfonamide CN(S(=O)(=O)C1=C(C=CC(=C1)CSC(C1=CC=CC=C1)(C1=CC=CC=C1)C1=CC=CC=C1)C)C